3-fluoro-N-(6-(1-methyl-1H-pyrazol-4-yl)isoquinolin-3-yl)-5-((4-methylpiperazin-1-yl)sulfonyl)benzamide FC=1C=C(C(=O)NC=2N=CC3=CC=C(C=C3C2)C=2C=NN(C2)C)C=C(C1)S(=O)(=O)N1CCN(CC1)C